FC1=CC=C(C=N1)C=1C(=C(C#N)C(=CC1)OCCNC)N1CCC(CC1)C1=NN=CN1C 3-(6-Fluoropyridin-3-yl)-2-(4-(4-methyl-4H-1,2,4-triazol-3-yl)piperidin-1-yl)-6-(2-(methylamino)ethoxy)benzonitrile